4-(8-Fluoro-1,2-dihydro-2-oxoquinazolin-3(4H)-yl)-N-(1-(4-(4-fluorophenyl)piperazin-1-yl)-3-(7-methyl-1H-indazol-5-yl)-1-oxopropan-2-yl)piperidine-1-carboxamide FC=1C=CC=C2CN(C(NC12)=O)C1CCN(CC1)C(=O)NC(C(=O)N1CCN(CC1)C1=CC=C(C=C1)F)CC=1C=C2C=NNC2=C(C1)C